acryloxyethyl-trimethylammonium chloride [Cl-].C(C=C)(=O)OCC[N+](C)(C)C